methylmalonyl-coA tert-butyl-N-[(3R,4R)-1-[6-[[1-(3-aminopropyl)-3-methoxy-pyrazol-4-yl]amino]-9-methyl-purin-2-yl]-4-fluoropyrrolidin-3-yl]carbamate C(C)(C)(C)N(C(O)=O)[C@@H]1CN(C[C@H]1F)C1=NC(=C2N=CN(C2=N1)C)NC=1C(=NN(C1)CCCN)OC.CC(C(=O)SCCNC(CCNC([C@@H](C(COP(OP(OC[C@@H]1[C@H]([C@H]([C@@H](O1)N1C=NC=2C(N)=NC=NC12)O)OP(=O)(O)O)(=O)O)(=O)O)(C)C)O)=O)=O)C(=O)O